CN(CCC1=C(NC(=C1C(=O)N)C1=C(C=CC=C1)[N+](=O)[O-])C1=CC(=CC=C1)C(F)(F)F)C (2-(dimethylamino)ethyl)-5-(2-nitrophenyl)-2-(3-(trifluoromethyl)phenyl)Azole-4-carboxamide